C(C)C(=CCCCCCO)CC 7-ethylnon-6-en-1-ol